C(C1=CC=CC=C1)OC([C@H]([C@H](CC)C)NC(=O)OC(C)(C)C)=O (2S,3S)-2-tert-Butoxycarbonylamino-3-methyl-pentanoic acid benzyl ester